N-[(1s,4s)-4-(2-Amino-5-methyl-1,3-thiazol-4-yl)cyclohexyl]propanamide NC=1SC(=C(N1)C1CCC(CC1)NC(CC)=O)C